lithium 2-iodophenoxide IC1=C([O-])C=CC=C1.[Li+]